ClC1=NC=C(C(=C1)C1=C(C=NC(=C1)C)C(=O)NC=1SC(=NN1)OCC1CCC(CC1)O)OC(F)F 2'-chloro-5'-(difluoromethoxy)-N-(5-(((1r,4r)-4-hydroxycyclohexyl)methoxy)-1,3,4-thiadiazol-2-yl)-6-methyl-(4,4'-bipyridine)-3-carboxamide